[rac-(5S,7S)-7-Fluoro-5-phenyl-6,7-dihydro-5H-pyrrolo[1,2-b][1,2,4]triazol-2-yl]-[rac-(2R)-2-(hydroxymethyl)pyrrolidin-1-yl]methanon F[C@H]1C[C@H](N2N=C(N=C21)C(=O)N2[C@H](CCC2)CO)C2=CC=CC=C2 |r|